bis(2,4,6-trimethylphenyl)-phosphine chloride [Cl-].CC1=C(C(=CC(=C1)C)C)PC1=C(C=C(C=C1C)C)C